(4S)-1-(tert-butoxycarbonyl)-4-(3-chloro-2,6-difluorophenyl)pyrrolidine-2-carboxylic acid C(C)(C)(C)OC(=O)N1C(C[C@H](C1)C1=C(C(=CC=C1F)Cl)F)C(=O)O